tert-butyl 4-(4-chloro-5-((3-methyl-5-(4-(thiophen-2-yl)phenyl)pyridin-2-yl)carbamoyl)-1H-pyrazol-1-yl)piperidine-1-carboxylate ClC=1C=NN(C1C(NC1=NC=C(C=C1C)C1=CC=C(C=C1)C=1SC=CC1)=O)C1CCN(CC1)C(=O)OC(C)(C)C